4-(3-(Isoquinolin-6-yl)pyrazolo[1,5-a]pyridin-6-yl)-2-methyl-5,6,7,8-tetrahydro-2,6-naphthyridin-1(2H)-one C1=NC=CC2=CC(=CC=C12)C=1C=NN2C1C=CC(=C2)C2=CN(C(C=1CCNCC21)=O)C